3,5-dichloro-1-(3-cyclopropyl-1-methyl-1H-pyrazol-5-yl)pyrazin-2(1H)-one ClC=1C(N(C=C(N1)Cl)C1=CC(=NN1C)C1CC1)=O